BrC=1C=2N(C=CC1C)C=CN2 8-Bromo-7-methylimidazo[1,2-a]pyridine